tert-butyl-4-(5-benzylpyrimidin-2-yl)-3,6-dihydropyridine C(C)(C)(C)C1=NCC=C(C1)C1=NC=C(C=N1)CC1=CC=CC=C1